C(C)(C)(C)OC(=O)N1C[C@@H](CC1)NCC (R)-3-(ethylamino)pyrrolidine-1-carboxylic acid tert-butyl ester